4-(6-((R)-2-(2-isopropylphenyl)-4-(3-methoxy-4-(oxetan-3-yl)benzyl)piperazin-1-yl)-2-azaspiro[3.3]heptan-2-yl)benzamide C(C)(C)C1=C(C=CC=C1)[C@H]1N(CCN(C1)CC1=CC(=C(C=C1)C1COC1)OC)C1CC2(CN(C2)C2=CC=C(C(=O)N)C=C2)C1